1-(4-(4-(benzo[d]thiazol-5-ylamino)quinolin-6-yl)-3-fluorobenzoyl)piperidine-4-carboxamide S1C=NC2=C1C=CC(=C2)NC2=CC=NC1=CC=C(C=C21)C2=C(C=C(C(=O)N1CCC(CC1)C(=O)N)C=C2)F